C(#N)C=1C=C(C=CC1)C=1N(C=C(N1)C)C (3-cyanophenyl)-1,4-dimethyl-1H-imidazole